FC(OC1=CC=C(C=C1)C1=CC=C(C=N1)/C=C/C(C)=O)(F)F (E)-4-(6-(4-(trifluoromethoxy)phenyl)pyridin-3-yl)but-3-en-2-one